methyl 2-[(3-bromo-6-chloro-4-quinolyl)amino]-5-fluoro-benzoate BrC=1C=NC2=CC=C(C=C2C1NC1=C(C(=O)OC)C=C(C=C1)F)Cl